4-chloro-3-(4-cyanophenyl)-1-methyl-1H-pyrazole-5-carboxylic acid ClC=1C(=NN(C1C(=O)O)C)C1=CC=C(C=C1)C#N